N1C(CCC2=CC=CN=C12)=O 3,4-dihydronaphthyridin-2-one